(3R,5R,8R,9R,10S,13S,14S,17S)-N-(6-cyanopyrazin-2-yl)-3-hydroxy-3-(methoxymethyl)-13-methylhexadecahydro-1H-cyclopenta[a]phenanthrene-17-carboxamide C(#N)C1=CN=CC(=N1)NC(=O)[C@H]1CC[C@H]2[C@@H]3CC[C@@H]4C[C@](CC[C@@H]4[C@H]3CC[C@]12C)(COC)O